L-glutamine-d3 N([C@@](CCC(N)=O)(C(=O)O)[2H])([2H])[2H]